vinylbenzyl-bisphenol A C(=C)C=1C(=C(O)C=CC1C(C)(C)C1=CC=C(C=C1)O)CC1=CC=CC=C1